6-[1-[[5-(4-chloro-2-fluoro-phenyl)-3-methyl-triazol-4-yl]methyl]-6-oxo-pyridazin-4-yl]pyridine-2-carbonitrile ClC1=CC(=C(C=C1)C1=C(N(N=N1)C)CN1N=CC(=CC1=O)C1=CC=CC(=N1)C#N)F